tert-butyl 4-[7-(8-methoxy-2-methyl-imidazo[1,2-b]pyridazin-6-yl)-5-oxo-thiazolo[3,2-a]pyrimidin-2-yl]piperazine-1-carboxylate COC=1C=2N(N=C(C1)C=1N=C3N(C(C1)=O)C=C(S3)N3CCN(CC3)C(=O)OC(C)(C)C)C=C(N2)C